5-(1-methylcyclopropoxy)-1-tetrahydropyran-2-yl-indazole CC1(CC1)OC=1C=C2C=NN(C2=CC1)C1OCCCC1